C(C)(C)(C)OC(=O)N1C[C@H](CC1)N1C(N(C=2C1=NC(=CC2)C(NC2CCOCC2)=O)C2=CC=C(C=C2)C2=CC=CC=C2)=O (S)-3-(1-([1,1'-biphenyl]-4-yl)-2-oxo-5-((tetrahydro-2H-pyran-4-yl)carbamoyl)-1,2-dihydro-3H-imidazo[4,5-b]pyridin-3-yl)pyrrolidine-1-carboxylic acid tert-butyl ester